racemic-4-[1-(3,6-dimethyl-2-morpholino-4-oxo-quinazolin-8-yl)ethylamino]thiophene-3-carboxylic acid CN1C(=NC2=C(C=C(C=C2C1=O)C)[C@@H](C)NC=1C(=CSC1)C(=O)O)N1CCOCC1 |r|